1,6-dihydropyrimidine-5-carboxamide N1C=NC=C(C1)C(=O)N